1-benzyl-1,4-diazoniabicyclo[2.2.2]octane C(C1=CC=CC=C1)[N+]12CC[NH+](CC1)CC2